(S)-1'-(6-amino-5-((2-aminopyrimidin-4-yl)thio)-3-methylpyrazin-2-yl)-1,3-dihydrospiro[indene-2,4'-piperidin]-1-amine NC1=C(N=C(C(=N1)N1CCC2(CC1)[C@@H](C1=CC=CC=C1C2)N)C)SC2=NC(=NC=C2)N